4-[5-[3-(3-methoxyphenyl)pyrazol-1-yl]-2-(3-pyridyl)pyrazolo[1,5-a]pyrimidin-7-yl]morpholine COC=1C=C(C=CC1)C1=NN(C=C1)C1=NC=2N(C(=C1)N1CCOCC1)N=C(C2)C=2C=NC=CC2